CS(=O)(=O)C=1C=C(C=NC1)C#CC=1C=C(OC2=C(N=NN2)C(=O)O)C=CC1 5-(3-((5-(methylsulfonyl)pyridin-3-yl)ethynyl)phenoxy)-1H-1,2,3-triazole-4-carboxylic acid